N-(4-cyano-3-fluorobenzyl)-8-((1-(N,N-dimethylsulfamoyl)cyclopropyl)methoxy)-1-methyl-2-oxo-1,2-dihydropyrido[2,3-d]pyridazine-3-carboxamide C(#N)C1=C(C=C(CNC(=O)C2=CC=3C(=C(N=NC3)OCC3(CC3)S(N(C)C)(=O)=O)N(C2=O)C)C=C1)F